CC=1N=C(C2=C(N1)SC=C2)C=C 2-Methyl-4-vinylthieno[2,3-d]pyrimidine